2,2-bis(4-hydroxy-3-ethylphenyl)propane OC1=C(C=C(C=C1)C(C)(C)C1=CC(=C(C=C1)O)CC)CC